CC1=C(OC(C(=O)OCC)(C)C)C(=CC(=C1)CN1CCN(CC1)C1=NC=CC(=C1)C(F)(F)F)C Ethyl 2-(2,6-dimethyl-4-((4-(4-(trifluoromethyl) pyridin-2-yl) piperazin-1-yl) methyl) phenoxy)-2-methylpropionate